C12(CC3CC(CC(C1)C3)C2)CCNCC2=CC=C(C=C2)OC [2-(adamantan-1-yl)ethyl][(4-methoxyphenyl)methyl]amine